ClC1=CC=C(C=C1)C(C)(C#C)C=1N=C(SC1)NC(N(C)CCO)=O 3-(4-(2-(4-chlorophenyl)but-3-yn-2-yl)thiazol-2-yl)-1-(2-hydroxyethyl)-1-methylurea